The molecule is a hexadec-9-enoate that is the conjugate base of palmitoleic acid; major species at pH 7.3. It has a role as a human metabolite and a Saccharomyces cerevisiae metabolite. It is a conjugate base of a palmitoleic acid. CCCCCC/C=C\\CCCCCCCC(=O)[O-]